pentaglycerin monoisostearate C(CCCCCCCCCCCCCCC(C)C)(=O)O.OCC(O)CO.OCC(O)CO.OCC(O)CO.OCC(O)CO.OCC(O)CO